tert-Butyl 4-[(3,4-dimethoxyphenyl)(pyridin-2-yl)methylene]piperidine-1-carboxylate COC=1C=C(C=CC1OC)C(=C1CCN(CC1)C(=O)OC(C)(C)C)C1=NC=CC=C1